bornyl-(3-ethyl-3-oxetanylmethyl)ether C12(C(CC(CC1)C2(C)C)OCC2(COC2)CC)C